3-amino-1-benzylpiperidine-3-carboxylic acid NC1(CN(CCC1)CC1=CC=CC=C1)C(=O)O